(1R,3S)-3-{5-[2-(2-formyl-3-hydroxy-5-methoxyphenoxy)acetamido]-2H-pyrazol-3-yl}cyclopentyl N-isopropylcarbamate C(C)(C)NC(O[C@H]1C[C@H](CC1)C=1NN=C(C1)NC(COC1=C(C(=CC(=C1)OC)O)C=O)=O)=O